(R)-4-[5-(4-chlorophenyl)-1-[2-(trifluoromethyl)-phenyl]pyrrol-2-yl]-N-[2-(dimethylamino)-ethyl]benzamide (+)-L-tartrate C(=O)(O)[C@H](O)[C@@H](O)C(=O)O.ClC1=CC=C(C=C1)C1=CC=C(N1C1=C(C=CC=C1)C(F)(F)F)C1=CC=C(C(=O)NCCN(C)C)C=C1